C1CCN2C1(C1=CC=CC=C1C2)C(=O)OC(C)(C)C Tert-butyl 2,3-dihydro-1H-pyrrolo[2,1-a]isoindole-9b(5H)-carboxylate